(R or S)-2,2,2-trifluoro-1-(1-(2-(6-methylpyridin-3-yl)propan-2-yl)-3-(2-(thiophen-2-yl)ethyl)pyrrolidin-3-yl)ethan-1-ol FC([C@H](O)C1(CN(CC1)C(C)(C)C=1C=NC(=CC1)C)CCC=1SC=CC1)(F)F |o1:2|